tetraoxaspiro-(5.5)undecane O1OOOCC12CCCCC2